N1(C=NC2=C1C=CC=C2)C2=NC(=CC(=N2)N=[S@@](=O)(C)C2CC2)N2[C@@H](COCC2)C (R)-((2-(1H-benzo[d]imidazol-1-yl)-6-((R)-3-methylmorpholino)pyrimidin-4-yl)imino)(cyclopropyl)(methyl)-λ6-sulfanone